ClC1=C(CO)C(=CC=C1)Cl 2,6-dichloro-benzylalcohol